(R)-1-(6-(1-(5-(1-((1-(3-(difluoromethyl)-2-fluorophenyl)ethyl)amino)-4-methylpyrido[3,4-d]pyridazin-7-yl)-2-fluorobenzyl)piperidin-4-yl)-1-methyl-1H-indazol-3-yl)dihydropyrimidine FC(C=1C(=C(C=CC1)[C@@H](C)NC1=C2C(=C(N=N1)C)C=NC(=C2)C=2C=CC(=C(CN1CCC(CC1)C1=CC=C3C(=NN(C3=C1)C)N1CNCC=C1)C2)F)F)F